FC1(CCC(CC1)C1=C(C=C(C=N1)NC(=O)NC1=CNC2=NC=C(C=C21)F)F)F 1-(6-(4,4-difluorocyclohexyl)-5-fluoropyridin-3-yl)-3-(5-fluoro-1H-pyrrolo[2,3-b]pyridin-3-yl)urea